[O-2].[Zr+4].[La+3].[Al+3].[Li+] Lithium Aluminum Lanthanum Zirconium Oxide